4-Methoxy-N-[rac-(1S)-1-[[(3-amino-3-oxo-propyl)-[(2S)-2-chloro-2-fluoro-acetyl]amino]carbamoyl]-3-methyl-butyl]-1H-indole-2-carboxamide COC1=C2C=C(NC2=CC=C1)C(=O)N[C@@H](CC(C)C)C(NN(C([C@@H](F)Cl)=O)CCC(=O)N)=O |&1:14|